FC=1C=C2C(=CNC2=CC1)CC(=O)NC=1SC=C(N1)C1=C(NC2=CC=CC=C12)C 2-(5-fluoro-1H-indol-3-yl)-N-[4-(2-methyl-1H-indol-3-yl)thiazol-2-yl]acetamide